acryloxyoctyl-trimethoxysilane (S)-quinuclidin-3-yl-(2,2-dimethyl-5-(3-propoxyphenyl)-2,3-dihydro-1H-inden-1-yl)carbamat N12CC(C(CC1)CC2)N(C(O)=O)[C@H]2C(CC1=CC(=CC=C21)C2=CC(=CC=C2)OCCC)(C)C.C(C=C)(=O)OCCCCCCCC[Si](OC)(OC)OC